2-chloro-3-cyclopropyl-4-fluoropyridine ClC1=NC=CC(=C1C1CC1)F